O=C1N(C(CC1)=O)OC(C(CCCC)N1C(C=CC1=O)=O)=O (2,5-dioxo-2,5-dihydro-1H-pyrrol-1-yl)hexanoic acid 2,5-dioxopyrrolidin-1-yl ester